C[Ge](C=1C=CC=NC1)(C)C 5-(trimethylgermyl)pyridine